(S)-3,4-dichloro-N-(3-(1-((3,4-difluorophenyl)amino)-1-oxopropan-2-yl)bicyclo[1.1.1]pentan-1-yl)benzamide ClC=1C=C(C(=O)NC23CC(C2)(C3)[C@@H](C(=O)NC3=CC(=C(C=C3)F)F)C)C=CC1Cl